O=C1N=C(OC12CC1=CC=CC=C1CC2)N2CCC1(CC2)OC(C2=C1C=CC=C2)=O 1'-(4'-oxo-3,4-dihydro-1H,4'H-spiro[naphthalene-2,5'-[1,3]oxazol]-2'-yl)-1H,3H-spiro[2-benzofuran-1,4'-piperidin]-3-one